FC=1C=C(C=CC1F)C=1C=C2C(=NC1)N(CN2CC2=NC=CC=C2)C 6-(3,4-difluorophenyl)-3-methyl-1-(2-pyridylmethyl)imidazo[4,5-b]pyridin